CC1=C(C=CC=C1NC=1C=CC=C2C=C(C=NC12)C(=O)O)C1=CC=CC=C1 8-[(2-methylbiphenyl-3-yl)amino]quinoline-3-carboxylic acid